1,3-bis(3-oxo-3-phenylpropyl)thiourea O=C(CCNC(=S)NCCC(=O)C1=CC=CC=C1)C1=CC=CC=C1